N-(5-(4-(5-chloro-4-fluoro-2-(2-hydroxypropan-2-yl)phenylamino)pyrimidin-2-ylamino)-4-methoxy-2-((1R,5R)-6-methyl-3,6-diazabicyclo[3.2.0]heptan-3-yl)phenyl)acrylamide formic acid salt C(=O)O.ClC=1C(=CC(=C(C1)NC1=NC(=NC=C1)NC=1C(=CC(=C(C1)NC(C=C)=O)N1C[C@H]2CN([C@H]2C1)C)OC)C(C)(C)O)F